(2R)-2-(4-(4-(aminomethyl)-1-oxo-8-vinyl-1,2-dihydro-phthalazin-6-yl)-1-methyl-1H-pyrazol-5-yl)-4-chloro-3-fluoro-6-(1-methylcyclopropoxy)benzonitrile NCC1=NNC(C2=C(C=C(C=C12)C=1C=NN(C1C1=C(C#N)C(=CC(=C1F)Cl)OC1(CC1)C)C)C=C)=O